S(=O)(=O)(O)CCCSSCCCS(=O)(=O)O bis-(sulfopropyl) disulfide